C(C)NC(=O)C1CCC2=CC(=CC=C12)C1=NOC(=N1)CC N-ethyl-5-(5-ethyl-1,2,4-oxadiazol-3-yl)-2,3-dihydro-1H-indene-1-carboxamide